Amino-n-propyldiethanolamine NC(N(CCO)CCC)CO